CC1=NN2C(N=CC3=C2CNC3)=C1 7,8-Dihydro-2-methyl-6H-pyrazolo[1,5-a]pyrrolo[3,4-e]pyrimidine